Tetrahydrofuran-3-ylmethyl-2-({2-chloro-4-fluoro-5-[3-methyl-2,6-dioxo-4-(trifluoromethyl)-3,6-dihydropyrimidin-1(2H)-yl]phenyl} sulfanyl)butanoat O1CC(CC1)COC(C(CC)SC1=C(C=C(C(=C1)N1C(N(C(=CC1=O)C(F)(F)F)C)=O)F)Cl)=O